FC1=CC=C(C=C1)C=1C(=NN2C1N=C(NC2=O)S)O 8-(4-fluorophenyl)-7-hydroxy-2-sulfanyl-3H-pyrazolo[1,5-a][1,3,5]triazin-4-one